2-fluoro-N-methyl-1',2',3',6'-tetrahydro-[3,4'-bipyridine]-6-carboxamide hydrochloride Cl.FC1=NC(=CC=C1C=1CCNCC1)C(=O)NC